1-(3-chloro-4-methylphenyl)-3-((2-(2,6-dioxopiperidin-3-yl)-1-oxo-1,2-dihydroisoquinolin-7-yl)methyl)urea ClC=1C=C(C=CC1C)NC(=O)NCC1=CC=C2C=CN(C(C2=C1)=O)C1C(NC(CC1)=O)=O